N-[(1R)-1-(dicyclopropylmethyl)-2-[[5-(3,5-dimethyltriazol-4-yl)-6-fluoro-2-pyridyl]amino]-2-oxo-ethyl]-2-ethyl-pyrazole-3-carboxamide C1(CC1)C([C@H](C(=O)NC1=NC(=C(C=C1)C=1N(N=NC1C)C)F)NC(=O)C=1N(N=CC1)CC)C1CC1